[Sr].[Ba].[Ag] silver-barium strontium